4-(7-fluoro-benzoimidazol-2-yl)-1,2,5-thiadiazol-3-amine FC1=CC=CC2=C1N=C(N2)C=2C(=NSN2)N